(1s,3s)-3-((7-methyl-6-nitroquinolin-4-yl)oxy)cyclobutan-1-amine trifluoroacetate FC(C(=O)O)(F)F.CC1=C(C=C2C(=CC=NC2=C1)OC1CC(C1)N)[N+](=O)[O-]